FC1=CC=C2[C@@H]([C@H](COC2=C1)N1C[C@H](OCC1)C)NC1=NC=CC2=C1C=C(N2COCC[Si](C)(C)C)C(F)(F)F N-((3R,4S)-7-fluoro-3-((R)-2-methylmorpholino)chroman-4-yl)-2-(trifluoromethyl)-1-((2-(trimethylsilyl)ethoxy)methyl)-1H-pyrrolo[3,2-c]pyridin-4-amine